2-cyanoethyl (6-stearamidohexyl) diisopropylphosphoramidite C(C)(C)N(P(OCCC#N)OCCCCCCNC(CCCCCCCCCCCCCCCCC)=O)C(C)C